N[C@H](C(=O)O)CC(C)C (2S)-2-amino-4-methylpentanoic acid